[Si](O)(O)(O)O.[Ca].[Na] sodium-calcium silicic acid